[Si](C)(C)(C(C)(C)C)N=S(=O)(NCC1=CC=C(C=C1)OC)C1=CC=CC=C1 N'-(tert-butyldimethylsilyl)-N-(4-methoxybenzyl)benzenesulfonimidamide